Bis[di(trimethylsilyl)amino]methylvinylsilane C[Si](C)(C)N([Si](C)(C)C)C(N([Si](C)(C)C)[Si](C)(C)C)C=C[SiH3]